C(CO)CO 1,3-propylenediol